7-cyclopropyl-4-(methylamino)-1-phenylquinazolin-2(1H)-one C1(CC1)C1=CC=C2C(=NC(N(C2=C1)C1=CC=CC=C1)=O)NC